1,2,2-trimethylolpropane C(O)CC(C)(CO)CO